2,2-dichloro-N-[4-chloro-3-[[(2,2,2-trifluoroacetyl)amino]methyl]phenyl]-3-(3,4-dichlorophenyl)cyclopropanecarboxamide ClC1(C(C1C1=CC(=C(C=C1)Cl)Cl)C(=O)NC1=CC(=C(C=C1)Cl)CNC(C(F)(F)F)=O)Cl